C(C1=CC=CC=C1)O[C@@](CC=C)(C(F)(F)F)C=1OC(=NN1)C1=NC(=C(C=C1[N+](=O)[O-])C(F)(F)F)Cl 2-[(1R)-1-benzyloxy-1-(trifluoromethyl)but-3-enyl]-5-[6-chloro-3-nitro-5-(trifluoromethyl)-2-pyridinyl]-1,3,4-oxadiazole